(R)-N-((5-(2,6-difluorophenoxy)pyridin-2-yl)methyl)-5,6,7,8-tetrahydroquinolin-8-amine FC1=C(OC=2C=CC(=NC2)CN[C@@H]2CCCC=3C=CC=NC23)C(=CC=C1)F